CC1=CN=C(S1)[Sn](CCCC)(CCCC)CCCC 5-methyl-2-(tri-n-butylstannyl)thiazole